4-[6-[[6-[(1R)-1-hydroxyethyl]-8-piperidin-1-ylpyrido[3,4-d]pyrimidin-2-yl]amino]pyridin-3-yl]-1,4-diazepan-5-one O[C@H](C)C1=CC2=C(N=C(N=C2)NC2=CC=C(C=N2)N2CCNCCC2=O)C(=N1)N1CCCCC1